FC=1C=C(C=C(C1)F)C1=CC=CC(=N1)C[C@@H]1N(CC([C@@H]1NS(=O)(=O)C)(F)F)C(=O)C1OCC1 |r| N-[(2SR,3RS)-2-{[6-(3,5-difluorophenyl)-pyridin-2-yl]methyl}-4,4-difluoro-1-(oxetane-2-carbonyl)pyrrolidin-3-yl]-methanesulfonamide